3-nitro-4-[[(oxacyclohexan-4-yl)methyl]amino]benzene-1-sulfonamide (±)-ethyl-2-(4-(6-fluoroquinolin-4-yl)cyclohexylidene)acetate C(C)OC(C=C1CCC(CC1)C1=CC=NC2=CC=C(C=C12)F)=O.[N+](=O)([O-])C=1C=C(C=CC1NCC1CCOCC1)S(=O)(=O)N